NC1(COCC1)COC1=CC=2N(C=C1)C(=CN2)C2=CC(=C(C(=O)NC1CC1)C(=C2)OC)OC(F)F 4-[7-[(3-aminotetrahydrofuran-3-yl)methoxy]imidazo[1,2-a]pyridin-3-yl]-N-cyclopropyl-2-(difluoromethoxy)-6-methoxy-benzamide